(3R)-3-fluoro-N-{4-fluoro-3-[5-(2,2,2-trifluoroethyl)-2H-pyrazolo[3,4-b]pyridin-2-yl]phenyl}pyrrolidine-1-carboxamide F[C@H]1CN(CC1)C(=O)NC1=CC(=C(C=C1)F)N1N=C2N=CC(=CC2=C1)CC(F)(F)F